6-Chloro-9-ethyl-1-methyl-8-(1-pyridin-3-ylmethyl-1H-pyrazol-4-yl)-9H-pyrido[3,4-b]indole ClC=1C=C2C3=C(N(C2=C(C1)C=1C=NN(C1)CC=1C=NC=CC1)CC)C(=NC=C3)C